2-(methylamino)-N-(6-methylpyridin-3-yl)acetamide CNCC(=O)NC=1C=NC(=CC1)C